4-cyano-3,5-difluorobenzoic acid C(#N)C1=C(C=C(C(=O)O)C=C1F)F